(S)-6-((3-(6-Chloropyridin-3-yl)-5-cyclopropylisoxazol-4-yl)methoxy)-N-(tetrahydrofuran-3-yl)pyridazin-3-carboxamid ClC1=CC=C(C=N1)C1=NOC(=C1COC1=CC=C(N=N1)C(=O)N[C@@H]1COCC1)C1CC1